(3R)-N-[4-chloro-2-cyano-3-(3-methyl-4-oxo-quinazolin-6-yl)oxy-phenyl]-3-fluoro-pyrrolidine-1-sulfonamide ClC1=C(C(=C(C=C1)NS(=O)(=O)N1C[C@@H](CC1)F)C#N)OC=1C=C2C(N(C=NC2=CC1)C)=O